4-bromo-2-cyclobutyl-5-methylaniline BrC1=CC(=C(N)C=C1C)C1CCC1